C(C)OC(=O)C1C(C2=C(C=C(C(N2C12CCCCC2)=O)Br)C)=O 6'-bromo-8'-methyl-1',5'-dioxo-1',5'-dihydro-2'H-spiro[cyclohexane-1,3'-indolizine]-2'-carboxylic acid ethyl ester